O1C(=NN=C1N(C1=CC=CC=C1)C(CCC(=O)O)=O)N(C1=CC=CC=C1)C(CCC(=O)O)=O (1,3,4-oxadiazole-2,5-diyl)bis[N-(3-carboxypropionyl)aniline]